((R)-1-(2-chlorophenyl)ethyl)-N-((R,E)-4-(methylsulfonyl)but-3-en-2-yl)-1H-indazole-5-carboxamide ClC1=C(C=CC=C1)[C@@H](C)N1N=CC2=CC(=CC=C12)C(=O)N[C@H](C)\C=C\S(=O)(=O)C